C(C(=C)C)(=O)OCCOC ethyleneglycol methyl ether methacrylate